C1(=CC=CC=C1)C1OC=2C(=NC=C(C2)C(=O)N)N1 phenyl-3H-oxazolo[4,5-b]pyridine-6-carboxamide